ClC1=C(C=CC=C1)C1C(O1)(C1=C(C=C(C=C1)F)F)CN1N=CNC1=S 2-{[3-(2-chlorophenyl)-2-(2,4-difluorophenyl)oxiran-2-yl]methyl}-2,4-dihydro-3H-1,2,4-triazol-3-thion